ClC1=CC=C(C=C1)C1=C(CCC(C1)(C)C)CN1C2CN(C(C1)CC2)CC=2C=C1CN(C(C1=C(C2)F)=O)C2C(NC(CC2)=O)=O 3-(5-((5-((4'-chloro-5,5-dimethyl-3,4,5,6-tetrahydro-[1,1'-biphenyl]-2-yl)methyl)-2,5-diazabicyclo[2.2.2]octane-2-yl)methyl)-7-fluoro-1-oxoisoindolin-2-yl)piperidine-2,6-dione